3-(propan-2-yl)-1,2,4-thiadiazol-5-amine CC(C)C1=NSC(=N1)N